FC(C(=O)O)(F)F.ClC=1C(=C(C=C(C1)C(=O)N1CCC2(CC1)CCN(CC2)C[C@H]2C(CNCC2)(F)F)N2C(NC(CC2)=O)=O)C (S)-1-(3-chloro-5-(9-((3,3-difluoropiperidin-4-yl)methyl)-3,9-diazaspiro[5.5]undecane-3-carbonyl)-2-methylphenyl)dihydropyrimidine-2,4(1H,3H)-dione trifluoroacetate